N-[2-(dimethylamino)ethyl]-3-({4-[({2-[methyl(methylsulfonyl)amino]pyridIn-3-yl}methyl)amino]-5-(trifluoromethyl)pyrimidin-2-yl}amino)benzamide CN(CCNC(C1=CC(=CC=C1)NC1=NC=C(C(=N1)NCC=1C(=NC=CC1)N(S(=O)(=O)C)C)C(F)(F)F)=O)C